ClC1=CC=C(C=C1)N1C(COCC1)=O 4-(4-chlorophenyl)-3-morpholone